4-[(1-Benzylcyclopropancarbonyl)amino]-N-(1-cyano-1-methylethyl)pyridin C(C1=CC=CC=C1)C1(CC1)C(=O)NC1=CCN(C=C1)C(C)(C)C#N